Racemic-methyl 4-amino-3-[[(3R,4S)-4-methyltetrahydrofuran-3-yl]amino]benzoate NC1=C(C=C(C(=O)OC)C=C1)N[C@H]1COC[C@H]1C |r|